5-(((tert-butoxycarbonyl)amino)methyl)-2-methoxythiophene-3-carboxylic acid C(C)(C)(C)OC(=O)NCC1=CC(=C(S1)OC)C(=O)O